C(#N)C=1C(=NN(C1C(=O)OC)CC1=C(C=C(C=C1)OC)OC)CC methyl 4-cyano-1-(2,4-dimethoxybenzyl)-3-ethyl-1H-pyrazole-5-carboxylate